FC1=C(C=CC(=C1)C(F)(F)F)C=1C=NC2=CC(=CC=C2C1C=O)O {3-[2-fluoro-4-(trifluoromethyl)phenyl]-7-hydroxyquinolin-4-yl}methanone